5-Methyl-2-(4-methyl-2-(5-(4-propionylphenoxy)pentanoylamino)benzoylamino)benzoic acid CC=1C=CC(=C(C(=O)O)C1)NC(C1=C(C=C(C=C1)C)NC(CCCCOC1=CC=C(C=C1)C(CC)=O)=O)=O